N1N=C(C=C1)N1N=CC=C1 1-(1H-pyrazol-3-yl)-1H-pyrazol